2-methoxy-5-[2-(piperazin-1-yl)pyridin-3-yl]pyrazine, tetrahydrochloride salt Cl.Cl.Cl.Cl.COC1=NC=C(N=C1)C=1C(=NC=CC1)N1CCNCC1